1-(3-bromophenyl)piperidin-4-one BrC=1C=C(C=CC1)N1CCC(CC1)=O